FC=1C=NC=C(C(N)=N)C1 5-Fluoronicotinimidamide